2-Chloro-6-[3-[dideuterio-(2,2,3,3-tetramethylcyclopropyl)methoxy]pyrazol-1-yl]pyridine ClC1=NC(=CC=C1)N1N=C(C=C1)OC(C1C(C1(C)C)(C)C)([2H])[2H]